tert-butyl 4-(3-ethylpyridin-2-yl)piperazine-1-carboxylate C(C)C=1C(=NC=CC1)N1CCN(CC1)C(=O)OC(C)(C)C